C(C)C=1C(=CC(=C(C1)O)F)C1=CC=C2C(=NNC2=C1)C=1NC=C(N1)CNC=1C=NN(C1)C 5-ethyl-2-fluoro-4-(3-(4-(((1-methyl-1H-pyrazol-4-yl)amino)methyl)-1H-imidazole-2-yl)-1H-indazol-6-yl)phenol